C(C1=CC=CC=C1)SC1=C(C(=O)OC)C=C(C(=C1)OC)[N+](=O)[O-] methyl 2-(benzylthio)-4-methoxy-5-nitrobenzoate